1-(2-amino-3-fluoro-5-(trifluoromethyl)phenyl)ethanone NC1=C(C=C(C=C1F)C(F)(F)F)C(C)=O